2-Chloro-6-nitrobenzo[d]thiazole ClC=1SC2=C(N1)C=CC(=C2)[N+](=O)[O-]